2-(4-((2,5-Dioxo-3-(2-(trifluoromethyl)phenyl)imidazolidin-1-yl)methyl)-2,6-dimethylphenoxy)-2-methylpropionic Acid O=C1N(C(CN1C1=C(C=CC=C1)C(F)(F)F)=O)CC1=CC(=C(OC(C(=O)O)(C)C)C(=C1)C)C